COC(C1=NC=CC(=C1)CO)=O 4-(Hydroxymethyl)picolinic acid methyl ester